O=C1N(CCC(N1)=O)C1=C(C=C(OCC2=CC=C(C=O)C=C2)C=C1)C 4-((4-(2,4-dioxotetrahydropyrimidin-1(2H)-yl)-3-methylphenoxy)methyl)benzaldehyde